(E)-3-(4-((6-Hydroxy-2-(4-hydroxyphenyl)benzo[b]selenophen-3-yl)methyl)phenyl)acrylic acid OC=1C=CC2=C([Se]C(=C2CC2=CC=C(C=C2)/C=C/C(=O)O)C2=CC=C(C=C2)O)C1